OC[C@H](C1=CC=CC=C1)NC1=NC(=NC=C1C=1OC=NN1)NC=1C=C2C(=NNC(C2=CC1)=O)C (S)-6-(4-(2-hydroxy-1-phenylethylamino)-5-(1,3,4-oxadiazol-2-yl)pyrimidin-2-ylamino)-4-methylphthalazin-1(2H)-one